ethyl (R)-(5-(5-(difluoromethyl)-1,2,4-oxadiazol-3-yl)-2,3-dihydro-1H-inden-1-yl)carbamate FC(C1=NC(=NO1)C=1C=C2CC[C@H](C2=CC1)NC(OCC)=O)F